diethyl 3,3'-biphenyldicarboxylate C1(=CC(=CC=C1)C(=O)OCC)C1=CC(=CC=C1)C(=O)OCC